4-(((1r,4r)-4-hydroxycyclohexyl)amino)but-2-enamide OC1CCC(CC1)NCC=CC(=O)N